(S)-10-benzyl-20-(4-(2,5-dioxo-2,5-dihydro-1H-pyrrol-1-yl)phenyl)-6,9,12,15,18-pentaoxo-3-oxa-5,8,11,14,17-pentaazaicosan-1-oic acid C(C1=CC=CC=C1)[C@@H](C(NCC(NCOCC(=O)O)=O)=O)NC(CNC(CNC(CCC1=CC=C(C=C1)N1C(C=CC1=O)=O)=O)=O)=O